chlorotrityl-phosphine rhodium [Rh].ClPC(C1=CC=CC=C1)(C1=CC=CC=C1)C1=CC=CC=C1